N=1C=2N(C=CC1)C=CC2 PYRROLO[1,2-A]PYRIMIDINE